C1=NN=CC2C(CCCC12)=O 6,7,8,8a-Tetrahydrophthalazin-5(4aH)-one